(S)-1-(4-chloropyridin-2-yl)but-3-enylcarbamic acid tert-butyl ester C(C)(C)(C)OC(N[C@@H](CC=C)C1=NC=CC(=C1)Cl)=O